BrC=1C=C(C=C(C1O)C)C(=O)C1=C(N=C2N1CCCC2)CC (3-bromo-4-hydroxy-5-methylphenyl)(2-ethyl-5,6,7,8-tetrahydroimidazo[1,2-a]pyridin-3-yl)methanone